FC1=C(C=CC(=C1F)OC1=NC=CC=C1C1=NC(=NC=C1)N[C@@H]1CNCCC1)NS(=O)(=O)C=1C=NC=CC1 (S)-N-(2,3-difluoro-4-((3-(2-(piperidin-3-ylamino)pyrimidin-4-yl)pyridin-2-yl)oxy)phenyl)pyridine-3-sulfonamide